F[C@@H]1C[C@H](CN(C1)C1C(CC(C1)C1=CC=C(C=C1)F)OC1=NC=NC=C1)NC(OC(C)(C)C)=O tert-butyl (3R,5R)-5-fluoro-1-(4-(4-fluorophenyl)-2-(pyrimidin-4-yloxy)cyclopentyl)piperidin-3-ylcarbamate